C(C1=CC=CC=C1)(=O)OC(=C)CC(CCC)OC(C1=CC=CC=C1)=O 2,4-hepteneDiol dibenzoate